NC=1C=CC(=C(C1)S(=O)(=O)NC(C)(C)C)C=1SC(=CN1)Br 5-amino-2-(5-bromothiazol-2-yl)-N-tert-butyl-benzenesulfonamide